(R)-(5-cyclobutyl-1,3,4-oxadiazol-2-yl)(4-(7-methylpyrazolo[1,5-a]pyridin-2-yl)-6,7-dihydro-1H-imidazo[4,5-c]pyridin-5(4H)-yl)methanone C1(CCC1)C1=NN=C(O1)C(=O)N1[C@H](C2=C(CC1)NC=N2)C2=NN1C(C=CC=C1C)=C2